ClC=1C=CC(=C(C1)S(=O)(=O)NC1=CC=C(C=C1)C1=NC(=C2C(=N1)NN=C2C)NCCN(C(C)C)CCO)F 5-chloro-2-fluoro-N-{4-[4-({2-[(2-hydroxyethyl)(isopropyl)amino]ethyl}amino)-3-methyl-1H-pyrazolo[3,4-d]pyrimidin-6-yl]phenyl}benzenesulfonamide